C(C)OCC1(CN(CC1F)C(C)(C)C=1C=CC(=NC1)C)CCC=1SC(=CC1)F 5-(2-(3-(ethoxymethyl)-4-fluoro-3-(2-(5-fluorothiophen-2-yl)ethyl)pyrrolidin-1-yl)propan-2-yl)-2-methylpyridine